9-bromopyrido[3',4':4,5]pyrimido[1,2-a]indol-5(11H)-one BrC1=CC=2CC=3N(C2C=C1)C(C1=C(N3)C=NC=C1)=O